FC1(CCC2=C(C=CC=C12)C=1CCCC2=C(C1C1=CC=C(C=C1)CC1CN(C1)CCCF)C=CC=C2)F 8-(1,1-Difluoro-2,3-dihydro-1H-inden-4-yl)-9-(4-((1-(3-fluoropropyl)azetidin-3-yl)methyl)phenyl)-6,7-dihydro-5H-benzo[7]annulen